6-Chloro-2-(4-(2-(2,6-dioxopiperidin-3-yl)-4-fluoro-1-oxoisoindolin-5-yl)piperidine-1-carbonyl)-3-methyl-1H-indole-5-carbonitrile ClC1=C(C=C2C(=C(NC2=C1)C(=O)N1CCC(CC1)C=1C(=C2CN(C(C2=CC1)=O)C1C(NC(CC1)=O)=O)F)C)C#N